C(C)(C)NCC(COC1=NC(=CC2=C1C=CO2)C)O (isopropylamino)-3-((6-methylfuro[3,2-c]pyridin-4-yl)oxy)propan-2-ol